Methyl (R)-6-(5-(((1-(2-chloropyridin-3-yl)ethoxy)carbonyl)amino)-1-methyl-1H-1,2,3-triazol-4-yl)nicotinate ClC1=NC=CC=C1[C@@H](C)OC(=O)NC1=C(N=NN1C)C1=NC=C(C(=O)OC)C=C1